FC1=C(OC2=CC=NC3=CC(=C(C=C23)NCCN2CCOCC2)OC)C=CC(=C1)[N+](=O)[O-] 4-(2-fluoro-4-nitrophenoxy)-7-methoxy-N-(2-morpholinoethyl)quinolin-6-amine